(2R,5S)-4-(1-(4-(3-((tert-butyldimethylsilyl) oxy) propyl)-2-isopropylpyridin-3-yl)-7-chloro-6-fluoro-2-oxo-1,2-dihydropyrido[2,3-d]pyrimidin-4-yl)-2,5-dimethylpiperazine-1-carboxylate [Si](C)(C)(C(C)(C)C)OCCCC1=C(C(=NC=C1)C(C)C)N1C(N=C(C2=C1N=C(C(=C2)F)Cl)N2C[C@H](N(C[C@@H]2C)C(=O)[O-])C)=O